BrCC(=O)C=1C=NC(=CC1C)OC 2-bromo-1-(6-methoxy-4-methylpyridin-3-yl)ethan-1-one